ClC=1C=C(C=CC1OC(F)(F)F)C=1N=C(SC1)SC=1N=NNC1C(=O)OC methyl 4-((4-(3-chloro-4-(trifluoromethoxy)phenyl)thiazol-2-yl)thio)-1H-1,2,3-triazole-5-carboxylate